2-methoxyethyl (1S,2R,5R)-3-((6-(benzo[d]oxazol-2-yloxy)pyridin-3-yl)sulfonyl)-2-(hydroxycarbamoyl)-3,8-diazabicyclo[3.2.1]octane-8-carboxylate O1C(=NC2=C1C=CC=C2)OC2=CC=C(C=N2)S(=O)(=O)N2[C@H]([C@@H]1CC[C@H](C2)N1C(=O)OCCOC)C(NO)=O